C(C)(C)C1=NC=CC=C1C1=NC=C2N(C(N(C2=N1)CC1=CC=C(C=C1)C=1N(C=C(N1)C(F)(F)F)C1COC1)=O)C 2-(2-isopropylpyridin-3-yl)-7-methyl-9-(4-(1-(oxetan-3-yl)-4-(trifluoromethyl)-1H-imidazol-2-yl)benzyl)-7,9-dihydro-8H-purin-8-one